C1(=CC=CC=C1)N(C1=CC=C(C=C1)C(C(C1=CC=C(C=C1)C1=CC=C(C=C1)CCCCCCCCCCCCCCCCCCC)O)=O)C1=CC=CC=C1 (4-(diphenylamino)phenyl)-2-hydroxy-2-(4'-nonadecyl-[1,1'-biphenyl]-4-yl)ethanone